CC1=C(C=CC(=N1)N[C@@H]1CN(CC1)C(=O)OC(C)(C)C)C1=NOC(=N1)C(F)(F)F tert-butyl (3S)-3-({6-methyl-5-[5-(trifluoromethyl)-1,2,4-oxadiazol-3-yl]pyridin-2-yl}amino)pyrrolidine-1-carboxylate